tert-butyl (6-(3-methylbicyclo[1.1.1]pentan-1-yl)thiazolo[4,5-b]pyrazin-2-yl)carbamate CC12CC(C1)(C2)C=2N=C1C(=NC2)N=C(S1)NC(OC(C)(C)C)=O